2-(cyclobutyl-(methyl)amino)ethan-1-ol C1(CCC1)N(CCO)C